C(N)(=O)C=1C=C(C=CC1)CN1C2=C(C3=CC=CC(=C13)C(=O)O)CC(C2)CCCCC 4-[(3-carbamoylphenyl)methyl]-2-pentyl-1H,2H,3H,4H-cyclopenta[b]indole-5-carboxylic acid